6-(tert-butoxy)-6-oxohexyl 2-heptylnonanoate C(CCCCCC)C(C(=O)OCCCCCC(=O)OC(C)(C)C)CCCCCCC